(R)-3-(6-(7-chloro-5H-pyrrolo[2,3-b]pyrazin-2-yl)-2-(2-hydroxy-2-methylpropanoyl)-1,2,3,4-tetrahydroisoquinolin-8-yl)morpholine ClC1=CNC2=NC=C(N=C21)C=2C=C1CCN(CC1=C(C2)[C@H]2NCCOC2)C(C(C)(C)O)=O